di(n-propyl)methyl-(tert-butoxy)silane C(CC)[Si](OC(C)(C)C)(C)CCC